(R)-3-(4-(2-(2-methyltetrazol-5-yl)pyridin-5-yl)-3-fluorophenyl)-5-hydroxymethyloxazolidin-2-one phosphate P(=O)(O)(O)O.CN1N=C(N=N1)C1=NC=C(C=C1)C1=C(C=C(C=C1)N1C(O[C@H](C1)CO)=O)F